FC=1C=NN2C1C(=NC(=C2)C=2C=NN(C2)C)C2CCN(CC2)C(C=C)=O 1-[4-[3-fluoro-6-(1-methylpyrazol-4-yl)pyrazolo[1,5-a]pyrazin-4-yl]-1-piperidinyl]prop-2-en-1-one